O=S1(CCC(CC1)N1C[C@@H](C([C@@H](C1)C)(O)C1=C(C=C(C=C1C)C1=C2C(=NC=C1)NC=C2C#N)F)C)=O 4-(4-((3S,4s,5R)-1-(1,1-dioxidotetrahydro-2H-thiopyran-4-yl)-4-hydroxy-3,5-dimethylpiperidin-4-yl)-3-fluoro-5-methylphenyl)-1H-pyrrolo[2,3-b]pyridine-3-carbonitrile